COC1=C2C(=NC(=C1)C1=C(C=C(C=C1C)C(F)(F)F)O)N=C(O2)SC 2-[7-methoxy-2-(methylthio)oxazolo[4,5-b]pyridin-5-yl]-3-methyl-5-(trifluoromethyl)phenol